C1(CC1)N1C2(CC2)CN(CC1)C1=CC=C(N)C=C1 4-(4-cyclopropyl-4,7-diazaspiro[2.5]octan-7-yl)aniline